[C@H]12COC[C@@H]2C1NC(=O)C=1C=C(C2=C(C(CO2)C2=C3C=CN(C3=CC=C2)CCO)C1)C(=O)NC (+/-)-N5-((1R,5S,6r)-3-Oxabicyclo[3.1.0]hexan-6-yl)-3-(1-(2-hydroxyethyl)-1H-indol-4-yl)-N7-methyl-2,3-dihydrobenzofuran-5,7-dicarboxamid